2-chloromethyl-2-methyl-1-(1H-1,2,4-triazol-1-yl)cyclopentanol ClCC1(C(CCC1)(O)N1N=CN=C1)C